2-[1-oxo-8-[(1-tetrahydropyran-2-ylindazol-5-yl)amino]-2-isoquinolyl]-N-(2,2,2-trifluoroethyl)acetamide O=C1N(C=CC2=CC=CC(=C12)NC=1C=C2C=NN(C2=CC1)C1OCCCC1)CC(=O)NCC(F)(F)F